C1=CC=CC=2C3=CC=CC=C3N(C12)C=1C=C(C=CC1)C1=NC(=CC=C1)C1=CC(=CC=C1)N1C2=CC=CC=C2C=2C=CC=CC12 2,6-di[3-(9H-9-carbazolyl)phenyl]Pyridine